(R)-(6,7-dichloro-1-methyl-1,3,4,5-tetrahydro-2H-pyrido[4,3-b]indol-2-yl)(5-hydroxypyrimidin-2-yl)methanone ClC1=C(C=CC=2C3=C(NC12)CCN([C@@H]3C)C(=O)C3=NC=C(C=N3)O)Cl